methylnaphthalenedicarboxamide CC1=C(C(=C2C=CC=CC2=C1)C(=O)N)C(=O)N